NC1=C(N=CC=N1)C 6-amino-5-methylpyrazin